methyl 5-(2-chloro-5-(trifluoromethyl) phenyl)-1-((5-methyl-1,3,4-oxadiazol-2-yl) methyl)-2-oxo-1,2-dihydropyridine-4-carboxylate ClC1=C(C=C(C=C1)C(F)(F)F)C=1C(=CC(N(C1)CC=1OC(=NN1)C)=O)C(=O)OC